4-(Benzyloxy)-4-Oxobutyl((Benzyloxy)Carbonyl)-L-Valinate C(C1=CC=CC=C1)OC(CCCN([C@@H](C(C)C)C(=O)[O-])C(=O)OCC1=CC=CC=C1)=O